ClC1=NC(=C2N=C(NC2=N1)[C@@H](C)O)Cl |r| racemic-1-(2,6-dichloro-9H-purin-8-yl)ethanol